C(CC(C)C)[O-] isoamyl alcoholate